C(C)(C)(C)[C@@H]1CC=2C=C3C(=NC2CC1)SC(=N3)C(=O)N[C@H](CC[NH+]3CCC(CC3)O)C3=CC=C(C=C3)C=3C=NC(=C(C3)C#N)O (7S)-7-tert-butyl-N-[(1R)-1-[4-(5-cyano-6-hydroxy-3-pyridyl)phenyl]-3-(4-hydroxypiperidin-1-ium-1-yl)propyl]-5,6,7,8-tetrahydrothiazolo[5,4-b]quinoline-2-carboxamide